BrC=1C=NN(C1)C1CCC(CC1)NC(OCC1=CC=CC=C1)=O benzyl [(1r,4r)-4-(4-bromo-1H-pyrazol-1-yl)cyclohexyl]carbamate